Methyl 5-chloro-1-(3-((6-fluoro-3-((4-methoxybenzyl)thio)naphthalen-1-yl)oxy)propyl)-4-(2-formyl-6,7-dihydro-4H-pyrazolo[5,1-c][1,4]oxazin-3-yl)-3-methyl-1H-indole-2-carboxylate ClC=1C(=C2C(=C(N(C2=CC1)CCCOC1=CC(=CC2=CC(=CC=C12)F)SCC1=CC=C(C=C1)OC)C(=O)OC)C)C=1C(=NN2C1COCC2)C=O